(4-carboxyphenyl)diphenylsulfonium chloride [Cl-].C(=O)(O)C1=CC=C(C=C1)[S+](C1=CC=CC=C1)C1=CC=CC=C1